C(C=C)C1(CCNCC1)CC=C Diallyl-piperidine